2-Ethynyl-N-(3-isopropoxy-5-methoxyphenyl)-N-(2-oxo-1-(2,2,2-trifluoroethyl)pyrrolidin-3-yl)thiazole-4-carboxamide C(#C)C=1SC=C(N1)C(=O)N(C1C(N(CC1)CC(F)(F)F)=O)C1=CC(=CC(=C1)OC)OC(C)C